[(2-fluorophenoxy)methyl]-6,7-dihydro-5-(2-methoxyphenyl)-thiazolo[5,4-c]pyridin-4(5H)-one FC1=C(OCC=2SC=3C(N(CCC3N2)C2=C(C=CC=C2)OC)=O)C=CC=C1